ClC=1C(=C(C=CC1Cl)N1C2=C3N=C(C4=NN(C(C(NCCCNCC1)=O)=C4)C)C=CC3=NC=C2)F 15-(3,4-dichloro-2-fluorophenyl)-5-methyl-8,9,10,11,12,13,14,15-octahydro-2,19-etheno-3,6-(metheno)pyrido[3,4-f][1,2,5,8,11,15]hexaazacycloheptadecin-7(5H)-one